7-hydroxy-6-methoxy-4-methyl-3-(2-oxo-2-(8-oxa-2-azaspiro[4.5]dec-2-yl)ethyl)-2H-chromen-2-one OC1=C(C=C2C(=C(C(OC2=C1)=O)CC(N1CC2(CC1)CCOCC2)=O)C)OC